3-hydroxy-2-methyl-pyridine OC=1C(=NC=CC1)C